NCC1=CC=C(C=C1)NC(=O)C1=CC2=C(OCCC3=C2SC=C3)C=C1C=1C(=NC(=CC1)C(NCCC)=O)C(=O)OC methyl 3-(9-((4-(aminomethyl)phenyl)carbamoyl)-4,5-dihydrobenzo[b]thieno[2,3-d]oxepin-8-yl)-6-(propylcarbamoyl)picolinate